C(C)C(CN1C2=CC=CC=C2C=2C=C(C=CC12)C1=CC=NC=2N1N=C(C2)CC)CCCC 9-(2-ethylhexyl)-3-(2-ethylpyrazolo[1,5-a]pyrimidin-7-yl)-9H-carbazole